[Fe].N=1C(C(C=CC1)=N)=N pyridine bisimine iron salt